4-(5-(3-((2-(3-carboxy-1-hydroxypropyl)-4-fluoro-6-methoxybenzo[b]thiophen-5-yl)oxy)propoxy)-4-fluoro-6-methoxybenzo[b]thiophen-2-yl)-2,2-dimethyl-4-oxobutanoic acid C(=O)(O)CCC(O)C1=CC2=C(S1)C=C(C(=C2F)OCCCOC2=C(C1=C(SC(=C1)C(CC(C(=O)O)(C)C)=O)C=C2OC)F)OC